4-[3-(2,4-dioxohexahydropyrimidin-1-yl)-1-methyl-indazol-6-yl]piperidine-1-carboxylic acid tert-butyl ester C(C)(C)(C)OC(=O)N1CCC(CC1)C1=CC=C2C(=NN(C2=C1)C)N1C(NC(CC1)=O)=O